CC1(CC(C1)N(C(=O)OCC=1C(=NOC1C1=CC=C(C=N1)O[C@@H]1C[C@H](CCC1)C(=O)O)C)C)C (1S,3S)-3-((6-(4-((((3,3-dimethylcyclobutyl)(methyl)carbamoyl)oxy)methyl)-3-methylisoxazol-5-yl)pyridin-3-yl)oxy)cyclohexane-1-carboxylic acid